ClC=1C=CC2=C(N(C(=N2)CN2C3=C(OCC2=O)C=CC(=C3)C(=O)NO)CC)C1 4-((6-chloro-1-ethyl-1H-benzo[d]imidazol-2-yl)methyl)-N-hydroxy-3-oxo-3,4-dihydro-2H-benzo[b][1,4]oxazine-6-carboxamide